C(C1=CC=CC=C1)OC=1N=C2N(C(C1C)=O)C=C(C=C2C(C)NC2=C(C(=O)OC(C)(C)C)C=CC=C2)C tert-butyl 2-((1-(2-(benzyloxy)-3,7-dimethyl-4-oxo-4H-pyrido[1,2-a]pyrimidin-9-yl)ethyl)amino)benzoate